(2-bromo-4-nitrophenyl)-(4-propylpiperazin-1-yl)methanone BrC1=C(C=CC(=C1)[N+](=O)[O-])C(=O)N1CCN(CC1)CCC